C(C)(C)(C)OC(=O)N1[C@H](CC(C[C@H]1C)OC1=CC=C2C(=N1)SC(=C2)C(NC=2C=C(C=1N(C2)C=C(N1)C)F)=O)C (2S,6R)-4-((2-((8-fluoro-2-methylimidazo[1,2-a]pyridin-6-yl)carbamoyl)thieno[2,3-b]pyridin-6-yl)oxy)-2,6-dimethylpiperidine-1-carboxylic acid tert-butyl ester